C(C)OC1=CC=C(C=C1)C(C=CC1=CC(=CC=C1)O)=O 1-(4-Ethoxyphenyl)-3-(3-hydroxyphenyl)prop-2-en-1-one